6-fluoro-5-(1-(2-fluorophenyl)ethyl)-3-(((1-methyl-1H-benzo[d]imidazol-2-yl)methyl)amino)-4H-benzo[e][1,2,4]thiadiazine 1,1-dioxide FC=1C=CC2=C(NC(=NS2(=O)=O)NCC2=NC3=C(N2C)C=CC=C3)C1C(C)C1=C(C=CC=C1)F